(R)-4-(5-bromopyrimidin-2-yl)-3-methylmorpholine BrC=1C=NC(=NC1)N1[C@@H](COCC1)C